cresylresorcinol C1(=CC=C(C=C1)C)C1=C(O)C=CC=C1O